2-((2-aminoethoxy)methyl)-N-(4-(5-(2-fluorobenzamido)-1-methyl-1H-pyrazol-3-yl)phenyl)benzamide NCCOCC1=C(C(=O)NC2=CC=C(C=C2)C2=NN(C(=C2)NC(C2=C(C=CC=C2)F)=O)C)C=CC=C1